NC1=NC=2C=CC(=CC2C2=C1C=NN2C)C(=O)N(CC2=NC=C(C=C2)C(F)(F)F)N2C(CN(CC2)C)=O 4-amino-1-methyl-N-(4-methyl-2-oxo-piperazin-1-yl)-N-[[5-(trifluoromethyl)-2-pyridyl]methyl]pyrazolo[4,3-c]quinoline-8-carboxamide